FC=1C=C(C=NC1C=1C=C2C(=CN1)N(N=C2)CC(C(F)(F)F)(F)F)C2CC2 1-[5-fluoro-6-[1-(2,2,3,3,3-pentafluoropropyl)pyrazolo[3,4-c]pyridin-5-yl]-3-pyridyl]cyclopropane